methoxy-3-(isobutyryloxy)picolinic acid COC1=C(C(=NC=C1)C(=O)O)OC(C(C)C)=O